4-benzyl 1-methyl (benzyl(1,3-dioxoisoindolin-2-yl)carbamoyl)-L-aspartate C(C1=CC=CC=C1)N(C(=O)N[C@@H](CC(=O)OCC1=CC=CC=C1)C(=O)OC)N1C(C2=CC=CC=C2C1=O)=O